N7-Methyl-N7-{2-[4-(4-{2-[(2H3)methyloxy]ethoxy}phenyl)piperazin-1-yl]ethyl}-2-(1,3-oxazol-2-yl)[1,2,4]triazolo[1,5-c]pyrimidine-5,7-diamine CN(C1=CC=2N(C(=N1)N)N=C(N2)C=2OC=CN2)CCN2CCN(CC2)C2=CC=C(C=C2)OCCOC([2H])([2H])[2H]